methyl 5-bromo-3-methyl-1,2-thiazole-4-carboxylate BrC1=C(C(=NS1)C)C(=O)OC